[Li+].[OH-].[Mg+2].[OH-].[OH-] magnesium hydroxide, lithium salt